trans-6-chloro-4-((4-((4-fluoro-2-hydroxyphenyl)(oxetan-3-ylmethyl)amino)cyclohexyl)(methyl)amino)-1-methyl-2-oxo-1,2-dihydro-1,5-naphthyridine-3-carbonitrile ClC=1N=C2C(=C(C(N(C2=CC1)C)=O)C#N)N(C)[C@@H]1CC[C@H](CC1)N(CC1COC1)C1=C(C=C(C=C1)F)O